C1(CCCCC1)P(C1=CSC=C1P(C1CCCCC1)C1CCCCC1)C1CCCCC1 3,4-bis(dicyclohexylphosphino)-thiophene